O1C2=C(OCC1)C=C(C=C2)C(=O)NC=2C=CC(=C(C2)NC(=O)C=2C=C1C=CC(=NC1=CC2)OCCCCNC(OC(C)(C)C)=O)C tert-butyl (4-((6-((5-(2,3-dihydrobenzo[b][1,4]dioxine-6-carboxamido)-2-methylphenyl)carbamoyl)quinolin-2-yl)oxy)butyl)carbamate